O=C1C=2CCCNC2C2=C(N1)C=C(C=C2)CN2CCNCC2 4-[(5-oxo-1,2,3,4,5,6-hexahydrobenzo[h][1,6]naphthyridin-8-yl)methyl]piperazine